di-tert-butyl (4-formylpyridin-3-yl) phosphate P(=O)(OC(C)(C)C)(OC(C)(C)C)OC=1C=NC=CC1C=O